COCCO[C@H]1C[C@@H](CC1)NC(=O)C1=NC(=NC(=C1)C1CCOCC1)C1=CN=CN1C N-((1R,3R)-3-(2-methoxyethoxy)cyclopentyl)-2-(1-methyl-1H-imidazol-5-yl)-6-(tetrahydro-2H-pyran-4-yl)pyrimidine-4-carboxamide